chloro(triisopropyl)monosilane Cl[Si](C(C)C)(C(C)C)C(C)C